bis-(2-hydroxyethyl)-oleamide OCC/C(=C(/CCCCCCCC(=O)N)\CCO)/CCCCCCCC